guanosine-3'-phosphate P(=O)(O)(O)O[C@H]1[C@H]([C@@H](O[C@@H]1CO)N1C=NC=2C(=O)NC(N)=NC12)O